C1C(CC12CCC2)NC(=O)N[C@H](C)C2=NC=NC(=C2)OCC(F)(F)F |r| (±)-1-spiro[3.3]hept-2-yl-3-{1-[6-(2,2,2-trifluoro-ethoxy)-pyrimidin-4-yl]-ethyl}-urea